propyl 2-fluoropropionate FC(C(=O)OCCC)C